FC1=C(OC2=C(C=C(C=C2)S(=O)(=O)CC)C=2C3=C(C(N(C2)C)=O)NN=C3)C=CC(=C1)F 4-[2-(2,4-difluorophenoxy)-5-(ethylsulfonyl)phenyl]-6-methyl-1,6-dihydro-7H-pyrazolo[3,4-c]pyridin-7-one